CC1(CCN(CC1)CC(=O)NC=1C=NC(=C(C1)[N+](=O)[O-])C)C 2-(4,4-dimethylpiperidin-1-yl)-N-(6-methyl-5-nitropyridin-3-yl)acetamide